(7-aminophenothiazin-3-ylidene)azanium NC=1C=C2SC3=CC(C=CC3=NC2=CC1)=[NH2+]